5-(difluoromethyl)-1-(piperidin-3-yl)-1H-pyrazole-4-carboxylic acid ethyl ester C(C)OC(=O)C=1C=NN(C1C(F)F)C1CNCCC1